tert-butyl 2-(diethoxyphosphoryl)-3-(5-octyl-1,3,4-oxadiazol-2-yl)propanoate C(C)OP(=O)(OCC)C(C(=O)OC(C)(C)C)CC=1OC(=NN1)CCCCCCCC